1-(2-chloro-5-(4-((piperidin-4-ylmethoxy)methyl)piperidine-1-carbonyl)phenyl)dihydropyrimidine-2,4(1H,3H)-dione ClC1=C(C=C(C=C1)C(=O)N1CCC(CC1)COCC1CCNCC1)N1C(NC(CC1)=O)=O